ClC=1N=CC=2N(C1)C(=NN2)C(C)C 6-chloro-3-(propan-2-yl)-[1,2,4]triazolo[4,3-a]pyrazine